4-hydroxy-5,6,8-trimethoxyquinoline-2-carboxylic acid ethyl ester C(C)OC(=O)C1=NC2=C(C=C(C(=C2C(=C1)O)OC)OC)OC